4,6-dihydroxyterephthalic acid OC1(CC=C(C(=O)O)C(=C1)O)C(=O)O